N1-tert-butyl-4-iodobenzene-1,2-diamine C(C)(C)(C)NC=1C(=CC(=CC1)I)N